FC1=CC=C(C(=O)N2[C@@H](C=3N(CC2)C(=NC3N3C([C@@H](CC3)O)=O)C3=NC(=NS3)C)C)C=C1 (R)-1-((R)-7-(4-fluorobenzoyl)-8-methyl-3-(3-methyl-1,2,4-thiadiazol-5-yl)-5,6,7,8-tetrahydroimidazo[1,5-a]pyrazin-1-yl)-3-hydroxypyrrolidin-2-one